8-{4-[(2S)-2-{[(tert-butyldimethylsilyl)oxy]methyl}azetidin-1-yl]-2-methanesulfinyl-8-methyl-5-oxopyrano[4,3-d]pyrimidin-7-yl}-6-(methoxymethoxy)naphthalene-1-carbonitrile [Si](C)(C)(C(C)(C)C)OC[C@H]1N(CC1)C=1C2=C(N=C(N1)S(=O)C)C(=C(OC2=O)C=2C=C(C=C1C=CC=C(C21)C#N)OCOC)C